C1(CC1)C1=NC=CC(=C1)C1=NOC(=N1)[C@H](CC)N (S)-1-(3-(2-cyclopropylpyridin-4-yl)-1,2,4-oxadiazol-5-yl)propan-1-amine